ethyl 3-(5-(3-fluoro-3-(2-fluoro-5-(trifluoromethoxy)phenyl)cyclobutoxy)-pyrazin-2-yl)propiolate FC1(CC(C1)OC=1N=CC(=NC1)C#CC(=O)OCC)C1=C(C=CC(=C1)OC(F)(F)F)F